(5-fluoro-3-((hydroxyimino)methyl)-1-(1-(4-(propan-2-ylidene)cyclohexyl)piperidin-4-yl)-1H-indol-2-yl)methyl carbamate C(N)(OCC=1N(C2=CC=C(C=C2C1C=NO)F)C1CCN(CC1)C1CCC(CC1)=C(C)C)=O